BrC=1C(=CC2=C(C(NS2(=O)=O)=O)C1)F 5-bromo-6-fluorobenzo[d]isothiazol-3(2H)-one 1,1-dioxide